C1(CCC1)NC1=NC(=NC=C1C(=O)NC1=C(C=CC=C1C)C)NC1=CC=C(C=C1)CN1CCOCC1 4-(cyclobutylamino)-N-(2,6-dimethylphenyl)-2-((4-(morpholinomethyl)phenyl)amino)pyrimidine-5-carboxamide